2-bromo-5-(2-methyl-4-nitrophenoxy)pyridine BrC1=NC=C(C=C1)OC1=C(C=C(C=C1)[N+](=O)[O-])C